CC1(CC(=CC=C1)S(=O)(=O)N)S(=O)(=O)NC 1,N1-dimethyl-benzene-1,3-disulfonamide